(1s,2s,5r)-1-hydroxy-N-(2-hydroxy-2-phenylethyl-2-d)-2-isopropyl-5-methylcyclohexane-1-carboxamide O[C@@]1([C@@H](CC[C@H](C1)C)C(C)C)C(=O)NCC([2H])(C1=CC=CC=C1)O